4-[2-[(2R)-3-(3,4-dihydro-1H-isoquinolin-2-yl)-2-hydroxy-propyl]-1-oxo-3,4-dihydroisoquinolin-6-yl]-1,4-diazepan-1-carboxylic acid tert-butyl ester C(C)(C)(C)OC(=O)N1CCN(CCC1)C=1C=C2CCN(C(C2=CC1)=O)C[C@@H](CN1CC2=CC=CC=C2CC1)O